O1C=NC2=C1C=CC(=C2)CN(C(=O)[C@H]2N(C[C@H](C2)F)S(=O)(=O)C2=CC=C(C)C=C2)C2CCC(CC2)(C)C (2S,4S)-4-Fluoro-1-(toluene-4-sulfonyl)-pyrrolidine-2-carboxylic acid benzooxazol-5-ylmethyl-(4,4-dimethyl-cyclohexyl)-amide